phenyl-(n-propyl-n-pentyl) phosphinate [PH2](OC(CCCC)(CCC)C1=CC=CC=C1)=O